(R)-3-((t-butoxycarbonyl)amino)-2-methylpropanoic acid C(C)(C)(C)OC(=O)NC[C@H](C(=O)O)C